3,5-bis[(1E)-2-(4-hydroxy-3-methoxyphenyl)ethenyl]-1H-pyrazole OC1=C(C=C(C=C1)/C=C/C1=NNC(=C1)\C=C\C1=CC(=C(C=C1)O)OC)OC